[(3-chlorophenyl)methyl]piperidine-4-carboxamide ClC=1C=C(C=CC1)CN1CCC(CC1)C(=O)N